ethyl 1-((trans)-4-(4-amino-3-(4-phenoxyphenyl)-1H-pyrazolo[3,4-d]pyrimidin-1-yl)cyclohexyl)-1H-pyrazole-4-carboxylate NC1=C2C(=NC=N1)N(N=C2C2=CC=C(C=C2)OC2=CC=CC=C2)[C@@H]2CC[C@H](CC2)N2N=CC(=C2)C(=O)OCC